C1(=CC(=CC=C1)C1N(CCC1)C(=O)C12CC(C1)(C2)N2C(CCC2=O)=O)C 1-(3-(2-(m-tolyl)pyrrolidine-1-carbonyl)bicyclo[1.1.1]Pentan-1-yl)pyrrolidine-2,5-dione